C(CCCCCCCCCCCCC)OP(OCCCCCCCCCCCCCC)(OCCCCCCCCCCCCCC)C1=CC=C(C=C1)C(C)(C)C1=CC=C(C=C1)P(OCCCCCCCCCCCCCC)([O-])[O-] tetra-tetradecyl(propane-2,2-diylbis(4,1-phenylene))bis(phosphite)